zirconium (IV) tert.butoxide CC(C)(C)[O-].[Zr+4].CC(C)(C)[O-].CC(C)(C)[O-].CC(C)(C)[O-]